7-bromo-3-[(difluoromethyl)sulfanyl]-2-iodopyrazolo[1,5-a]pyridine BrC1=CC=CC=2N1N=C(C2SC(F)F)I